C[C@@H]1N(CC[C@H](C1)C(CC(C)=O)=O)C(=O)OC(C)(C)C |&1:5| tert-butyl (2S,4RS)-2-methyl-4-(3-oxobutanoyl)piperidine-1-carboxylate